NC1=NC=2C3=C(C(CC2C=N1)(C)C)C(=NN3)C(=O)NC=3SC=C(N3)CC(N3CCC(CC3)N3CCCC3)=O 8-amino-4,4-dimethyl-N-(4-{2-oxo-2-[4-(pyrrolidin-1-yl)piperidin-1-yl]ethyl}-1,3-thiazol-2-yl)-4,5-dihydro-1H-pyrazolo[4,3-H]quinazoline-3-carboxamide